5-hydroxy-6-(1-(4-((4-(morpholinomethyl)phenyl)ethynyl)phenyl)-3-(1H-tetrazol-1-yl)propan-2-yl)pyrimidin-4(3H)-one OC=1C(NC=NC1C(CC1=CC=C(C=C1)C#CC1=CC=C(C=C1)CN1CCOCC1)CN1N=NN=C1)=O